COC1=CC=C(C=C1)C1=C(NC=2N(C1=O)N=C(C2C2=CC=CC=C2)C2=CC=CC=C2)NC2=NC=C(C=N2)C#N 2-(6-(4-methoxyphenyl)-7-oxo-2,3-diphenyl-4,7-dihydropyrazolo[1,5-a]pyrimidin-5-ylamino)pyrimidine-5-carbonitrile